FC=1C=C(C=CC1C1=NOC(=N1)C(F)(F)F)CN1C(CCCCC1)=O [[3-fluoro-4-(5-(trifluoromethyl)-1,2,4-oxadiazol-3-yl)phenyl]methyl]azepan-2-one